(1S,3S)-3-((2-(5-(((5-Fluoro-4-(propylamino)pyrimidin-2-yl)amino)methyl)-1-methyl-1H-pyrazol-4-yl)-4-methylpyrimidin-5-yl)oxy)cyclohexan FC=1C(=NC(=NC1)NCC1=C(C=NN1C)C1=NC=C(C(=N1)C)OC1CCCCC1)NCCC